3-cyclopentene oxide C1CC2C(C1)O2